benzyldiethoxyphosphinyl dithioformate C(=S)SP(=O)(OCCCC1=CC=CC=C1)OCC